di-(2-pentyl) phosphate P(=O)(OC(C)CCC)(OC(C)CCC)[O-]